CC=1N=C(SC1)C=1N=C2N(CCN2)C1C1=CC=2C=NC=CC2S1 2-(6-(4-Methylthiazol-2-yl)-2,3-dihydro-1H-imidazo[1,2-a]imidazol-5-yl)thieno[3,2-c]pyridine